FC=1N=C(C2=C(N1)C(=C(N=C2)C2=CC=CC1=CC=C(C(=C21)C#C[Si](C(C)C)(C(C)C)C(C)C)F)F)N([C@H]2[C@H](N(CC2)C(=O)OC(C)(C)C)C)C tert-butyl (2R,3R)-3-((2,8-difluoro-7-(7-fluoro-8-((triisopropylsilyl)ethynyl)naphthalen-1-yl)pyrido[4,3-d]pyrimidin-4-yl)(methyl)amino)-2-methylpyrrolidine-1-carboxylate